FC(C1=CC=CC(=N1)N1N(CC2=CC=C(C=C12)OC(C)C)C1CCN(CC1)C(CC1(CCN(CC1)C1=CC=C(C=C1)NC1C(NC(CC1)=O)=O)O)=O)F N-(6-(difluoromethyl)pyridin-2-yl)-2-(1-(2-(1-(4-((2,6-dioxopiperidin-3-yl)amino)phenyl)-4-hydroxypiperidin-4-yl)acetyl)piperidin-4-yl)-6-isopropoxy-2H-indazole